((4-Methoxypiperidin-1-yl)methyl)-1H-pyrrolo[2,3-b]pyridine COC1CCN(CC1)CN1C=CC=2C1=NC=CC2